FC=1C=NC(=NC1)C1=C2N(N=C1C=O)CCC2 (3-(5-fluoropyrimidin-2-yl)-5,6-dihydro-4H-pyrrolo[1,2-b]pyrazol-2-yl)methanone